(6-Chlorochroman-3-yl)-[2-(5-fluoro-1H-pyrazol-4-yl)-7-[(2S)-2-hydroxypropyl]pyrrolo[2,3-d]pyrimidin-5-yl]methanone ClC=1C=C2CC(COC2=CC1)C(=O)C1=CN(C=2N=C(N=CC21)C=2C=NNC2F)C[C@H](C)O